FC1=CC2=CN(N=C2C(=C1)C(=O)N)C1=C(C=CC(=C1)F)C=O 5-fluoro-2-(5-fluoro-2-formylphenyl)-2H-indazole-7-carboxamide